C1(CCCCC1)NC=1C2=C(N=C(N1)NC1=CC=C(C3=C1OCCO3)C(=O)N3CCN(CC3)C3COC3)NC=C2C(F)(F)F (8-((4-(cyclohexylamino)-5-(trifluoromethyl)-7H-pyrrolo[2,3-d]pyrimidin-2-yl)amino)-2,3-dihydrobenzo[b][1,4]dioxin-5-yl)(4-(oxetan-3-yl)piperazin-1-yl)methanone